N-[(1R,3S)-3-{[6-chloro-2-(trifluoromethyl)quinolin-4-yl]amino}cyclohexyl]-2-(dimethylamino)-1,3-thiazole-5-carboxamide ClC=1C=C2C(=CC(=NC2=CC1)C(F)(F)F)N[C@@H]1C[C@@H](CCC1)NC(=O)C1=CN=C(S1)N(C)C